tert-Butyl 2-((2S,5S)-5-(((tert-butoxycarbonyl)amino)methyl)-1-methyl-3,6-dioxopiperazin-2-yl)acetate C(C)(C)(C)OC(=O)NC[C@@H]1NC([C@@H](N(C1=O)C)CC(=O)OC(C)(C)C)=O